CCC(C(C(CCC)O)O)O Octane-3,4,5-triol